C(C)(C)NCC(CCS(=O)(=O)C1=CC=C(C)C=C1)O (isopropylamino)-4-(p-toluenesulfonyl)butan-2-ol